(S)-(6-(3,5-dimethylisoxazol-4-yl)-4-(3-phenylmorpholino)quinazolin-2-yl)(1-methyl-1,4,5,7-tetrahydro-6H-pyrazolo[3,4-c]pyridin-6-yl)methanone CC1=NOC(=C1C=1C=C2C(=NC(=NC2=CC1)C(=O)N1CC2=C(CC1)C=NN2C)N2[C@H](COCC2)C2=CC=CC=C2)C